2-((5-(2-((3x-S)-6-(dimethylamino)-5-hydroxy-2-methylhexan-3-yl)-2,6-diazaspiro[3.4]oct-6-yl)-1,2,4-triazin-6-yl)oxy)-5-fluoro-N,N-diisopropylbenzamide CN(C[C@H](CC(C(C)C)N1CC2(C1)CN(CC2)C=2N=CN=NC2OC2=C(C(=O)N(C(C)C)C(C)C)C=C(C=C2)F)O)C